(7-fluoroquinolin-4-yl)-methanol FC1=CC=C2C(=CC=NC2=C1)CO